COC(=O)C1=CC=C2C3=C(NC2=C1)N=CN=C3 9H-pyrimido[4,5-b]indole-7-carboxylic acid methyl ester